2,2-bis(4-[4-aminophenoxy]-phenyl)propane NC1=CC=C(OC2=CC=C(C=C2)C(C)(C)C2=CC=C(C=C2)OC2=CC=C(C=C2)N)C=C1